(S)-4-amino-7-fluoro-N,1-dimethyl-N-(6-((2-methylpyridin-3-yl)ethynyl)-2,3-dihydrobenzofuran-3-yl)-1H-pyrazolo[4,3-c]quinoline-8-carboxamide NC1=NC=2C=C(C(=CC2C2=C1C=NN2C)C(=O)N([C@@H]2COC1=C2C=CC(=C1)C#CC=1C(=NC=CC1)C)C)F